Cl.CC1N(CC2(CCC2)C1)S(=O)(=O)C=1C=C2CCNCC2=CC1 6-((7-Methyl-6-azaspiro[3.4]octan-6-yl)sulfonyl)-1,2,3,4-tetrahydroisoquinoline hydrochloride